4-Bromothiophene-3-carboxylic acid ethyl ester C(C)OC(=O)C1=CSC=C1Br